N-[(2S)-1-({(1S)-1-cyano-2-[(3S)-2-oxopyrrolidin-3-yl]ethyl}amino)-4,4-dimethyl-1-oxopentan-2-yl]-4-methyl-1H-indole-2-carboxamide C(#N)[C@H](C[C@H]1C(NCC1)=O)NC([C@H](CC(C)(C)C)NC(=O)C=1NC2=CC=CC(=C2C1)C)=O